NC1=NC=C(C=C1C(=O)N[C@@H]1[C@H](CCC1)OCC1=CC=C(C=C1)C=1C=C2C(CN(C2=CC1)C1CCN(CC1)CCO)(C)C)Br 2-amino-5-bromo-N-{(1S,2S)-2-[(4-{1-[1-(2-hydroxyethyl)piperidin-4-yl]-3,3-dimethyl-2,3-dihydro-1H-indol-5-yl}phenyl)methoxy]cyclopentyl}pyridine-3-carboxamide